ethyl 2-fluoro-5-(naphthalen-2-yl)-4-(pyridin-3-yl)-5-oxopentanoate FC(C(=O)OCC)CC(C(=O)C1=CC2=CC=CC=C2C=C1)C=1C=NC=CC1